FC(CN1N=NC2=C1C=C(C=C2)C=2C=CN1N=C(N=C(C12)OC)NC1CCC(CC1)(O)C(F)(F)F)F (1s,4s)-4-((5-(1-(2,2-difluoroethyl)-1H-benzo[d][1,2,3]triazol-6-yl)-4-methoxypyrrolo[2,1-f][1,2,4]triazin-2-yl)amino)-1-(trifluoromethyl)cyclohexan-1-ol